C(OCC(CNC(CCCCCCCC)=O)NC(CCCCCCCC)=O)(OC1=CC=C(C=C1)[N+](=O)[O-])=O 2,3-dinonamidopropyl (4-nitrophenyl) carbonate